4-((4-amino-2-(Oxazol-5-yl)-1H-imidazo[4,5-c]Quinolin-1-yl)methyl)benzylcarbamic acid 2-methacrylamidoethyl ester C(C(=C)C)(=O)NCCOC(NCC1=CC=C(C=C1)CN1C(=NC=2C(=NC=3C=CC=CC3C21)N)C2=CN=CO2)=O